[Pb].[Li].[Si] Silicon-lithium-lead